18,18,18-trifluoro-1-octadecene FC(CCCCCCCCCCCCCCCC=C)(F)F